O=C1C2(C=3C(=NC=CC3)N1)CC1=C(NC(=C1)C(=O)[O-])C2 oxo-1',2',4,6-tetrahydro-1H-spiro[cyclopenta[b]pyrrole-5,3'-pyrrolo[2,3-b]pyridine]-2-carboxylate